COCCOCOCCN {2-(2-methoxyethoxymethoxy)ethyl}amine